ethyl 6-chloro-1-(cyclobutylmethyl)-4-oxo-7-{5H,6H,7H-pyrrolo[3,4-b]pyridin-6-yl}-1,4-dihydro-1,8-naphthyridine-3-carboxylate ClC=1C=C2C(C(=CN(C2=NC1N1CC2=NC=CC=C2C1)CC1CCC1)C(=O)OCC)=O